BrC1=CC(=C(CNNC(=O)OC(C)(C)C)C=C1F)F tert-butyl 2-(4-bromo-2,5-difluorobenzyl)hydrazine-1-carboxylate